C1(CCCCC1)C(C(=O)NC1CCCCC1)N1C(=NC2=C1C=CC=C2)C=2SC=CC2C 2,N-dicyclohexyl-2-[2-(3-methyl-thiophen-2-yl)-benzimidazol-1-yl]-acetamide